methyl 4-(2-chloro-6-(difluoromethoxy)phenyl)-6-methylnicotinate ClC1=C(C(=CC=C1)OC(F)F)C1=CC(=NC=C1C(=O)OC)C